diisoamyl dithiophosphate sodium salt [Na+].P(=S)(SCCC(C)C)(OCCC(C)C)[O-]